(4-{5-[5-fluoro-6-(2-methoxy-ethoxy)-1H-indazol-3-yl]-isoxazol-3-yl}-2-methylphenyl)-(cis)-tetrahydro-furo[3,4-c]pyrrol-5-yl-methanone FC=1C=C2C(=NNC2=CC1OCCOC)C1=CC(=NO1)C1=CC(=C(C=C1)C(=O)N1C=C2C(C1)COC2)C